(±)-6-(2-nitro-2-propyl)-2-cyclohexen-1-one [N+](=O)([O-])C(C)(C)[C@H]1CCC=CC1=O |r|